FC1=CC(=C(OC=2C(N(C=CC2C=2C3=C(C(N(C2)C)=O)NC=C3)CC(F)(F)F)=O)C(=C1)C)C 4-(3-(4-fluoro-2,6-dimethylphenoxy)-2-oxo-1-(2,2,2-trifluoroethyl)-1,2-dihydropyridin-4-yl)-6-methyl-1,6-dihydro-7H-pyrrolo[2,3-c]pyridin-7-one